Phenyl-d5-boronic acid [2H]C1=C(C(=C(C(=C1[2H])[2H])B(O)O)[2H])[2H]